C1(CC1)C1=C(C(=NO1)C1=C(C=CC=C1Cl)Cl)C(=O)O[C@H]1[C@@H]2CN([C@H](C1)C2)C=2SC1=C(N2)C(=CC(=C1)C(=O)O)OCC 2-[(1s,4s,5r)-5-[5-cyclopropyl-3-(2,6-dichlorophenyl)-1,2-oxazole-4-carbonyloxy]-2-azabicyclo[2.2.1]heptan-2-yl]-4-ethoxy-1,3-benzothiazole-6-carboxylic acid